The molecule is a fatty amide of myristic acid. It has a role as a human metabolite. It is a primary carboxamide and a primary fatty amide. It derives from a tetradecanoic acid. CCCCCCCCCCCCCC(=O)N